((1S,2S,5R)-1-hydroxy-2-isopropyl-5-methylcyclohexane-1-carbonyl)glycine 4-formyl-2-methoxyphenyl ester C(=O)C1=CC(=C(C=C1)OC(CNC(=O)[C@]1([C@@H](CC[C@H](C1)C)C(C)C)O)=O)OC